2-(1-(3-fluorophenyl)cyclopropyl)-6-(2-hydroxy-2-(3'-(trifluoromethoxy)-[1,1'-biphenyl]-3-yl)acetyl)-3,5,6,7,8,9-hexahydro-4H-pyrimido[5,4-c]azepin-4-one FC=1C=C(C=CC1)C1(CC1)C=1NC(C=2CN(CCCC2N1)C(C(C=1C=C(C=CC1)C1=CC(=CC=C1)OC(F)(F)F)O)=O)=O